O[C@H]1[C@@H](CCCC1)NC=1N=NC(=C(N1)C)C1=C(C=C(C=C1)C(F)(F)F)O 2-(3-{[(1R,2R)-2-Hydroxycyclohexyl]amino}-5-methyl-1,2,4-triazin-6-yl)-5-(trifluoromethyl)phenol